5-amino-isophthalic acid anion NC=1C=C(C=C(C(=O)[O-])C1)C(=O)[O-]